ClC1=NC=C(C(=C1)C1=C(C=NC(=C1)C)C(=O)NC=1SC2=C(N1)CN(C2)C(=O)C2=CN=NC=C2C)OC 2'-chloro-5'-methoxy-6-methyl-N-(5-(5-methylpyridazine-4-carbonyl)-5,6-dihydro-4H-pyrrolo[3,4-d]thiazol-2-yl)-[4,4'-bipyridine]-3-carboxamide